CC1(CC(CCC1)(CO)CO)C (3,3-dimethylcyclohexane-1,1-diyl)dimethanol